N'-(5-aminopyridin-2-yl)-N,N-dimethylformamidine NC=1C=CC(=NC1)N=CN(C)C